GLYCERIN TRIACETATE C(C)(=O)OCC(OC(C)=O)COC(C)=O